1-(3-cyanophenyl)-N-(2-(4-ethylpiperazin-1-yl)-5-(4-(4-((6-(trifluoromethyl)pyridazin-3-yl)oxy)-phenyl)piperidine-1-carbonyl)phenyl)methanesulfonamide C(#N)C=1C=C(C=CC1)CS(=O)(=O)NC1=C(C=CC(=C1)C(=O)N1CCC(CC1)C1=CC=C(C=C1)OC=1N=NC(=CC1)C(F)(F)F)N1CCN(CC1)CC